C(C)(C)(C)OC(=O)N1CCC(CC1)NC1=NC(=C(C=C1[N+](=O)[O-])Br)Cl 4-((5-bromo-6-chloro-3-nitropyridin-2-yl)amino)piperidine-1-carboxylic acid tert-butyl ester